Methyl-2-phenyl-2,3-dihydrobenzofuran-2-yl-methylamine CN(C)C1(OC2=C(C1)C=CC=C2)C2=CC=CC=C2